NC=1C(=CC(=C(C1)NC1=NC=C(C(=N1)NC1C2CCC(C1C)C2(C)C)C#N)OC)N(C)CCN(C)C 2-(5-amino-4-((2-(dimethylamino)ethyl)(methyl)amino)-2-methoxyphenyl-amino)-4-(3,7,7-trimethylbicyclo[2.2.1]heptan-2-ylamino)pyrimidine-5-carbonitrile